FC1=CC=C2C(=N1)NN=C2C2=CC=NC=C2 6-fluoro-3-(pyridin-4-yl)-1H-pyrazolo[3,4-b]pyridine